(+)-(R,S)-triazolol N1N=NC(=C1)O